8-((2-hydroxyethyl)amino)octanoic acid-2-decyl ester CC(CCCCCCCC)OC(CCCCCCCNCCO)=O